C(CC)OC=1C=C(C=CC1)CCC(=O)O 3-(3-n-propoxyphenyl)propanoic acid